COC1=CC=C(C=N1)[C@H](CC(=O)OC)NC1CN(C1)CCC1=NC=2NCCCC2C=C1 (S)-Methyl 3-(6-methoxypyridin-3-yl)-3-((1-(2-(5,6,7,8-tetrahydro-1,8-naphthyridin-2-yl)ethyl)azetidin-3-yl)amino)propanoate